N[C@@H]1C[C@H](CC1)NC1=CC=C(C=N1)N1CC2=NC=CC=C2C1=O 6-[6-[[(1S,3S)-3-aminocyclopentyl]amino]-3-pyridyl]-7H-pyrrolo[3,4-b]pyridin-5-one